C1(CCC1)C1=CC(=C(C(=O)N2CCC(CC2)C2=CC=C(C#N)C=C2)C=C1C1=NN=C(N1)C)C 4-(1-(4-cyclobutyl-2-methyl-5-(5-methyl-4H-1,2,4-triazole-3-yl)benzoyl)piperidin-4-yl)benzonitrile